1-(methylsulfonyl)piperidine CS(=O)(=O)N1CCCCC1